O[C@@H]1CN(CC1)C=O [(3S)-3-hydroxypyrrolidin-1-yl]-methanone